O1C=CC2=C1C(=CC=C2)C2=NN(C=C2NC(=O)C=2N=C(SC2)C=2C=NNC2)[C@@H]2CC[C@H](CC2)OCC N-(3-(benzofuran-7-yl)-1-(trans-4-ethoxycyclohexyl)-1H-pyrazol-4-yl)-2-(1H-pyrazol-4-yl)thiazole-4-carboxamide